N-[[6-(4-Hexylpiperazin-1-yl)-2-pyridyl]sulfonyl]-2-(2,2,4-trimethylpyrrolidin-1-yl)pyridin-3-carboxamid C(CCCCC)N1CCN(CC1)C1=CC=CC(=N1)S(=O)(=O)NC(=O)C=1C(=NC=CC1)N1C(CC(C1)C)(C)C